C1=CC=CC=2C3=CC=CC=C3C(C12)COC(=O)NC1CCN(CC1)C(=O)OC1=CC=C(C=C1)[C@H]1C[C@]2(CCC1)OC1(OO2)[C@@H]2CC3CC(C[C@@H]1C3)(C2)N 4-((1R,2r,3S,3''R,5S,5'R,7S)-5-aminodispiro[adamantane-2,3'-[1,2,4]trioxolane-5',1''-cyclohexan]-3''-yl)phenyl 4-((((9H-fluoren-9-yl)methoxy)carbonyl)amino)piperidine-1-carboxylate